BrC=1C=C(C=C(C1)F)\C=N\CC(OC)OC (E)-1-(3-bromo-5-fluorophenyl)-N-(2,2-dimethoxyethyl)methanimine